2-methylnicotinonitrile CC1=C(C#N)C=CC=N1